8-(((2',4'-difluoro-3-(trifluoromethyl)-[1,1'-biphenyl]-4-yl)sulfonyl)methyl)-1,4-dioxaspiro[4.5]decane FC1=C(C=CC(=C1)F)C1=CC(=C(C=C1)S(=O)(=O)CC1CCC2(OCCO2)CC1)C(F)(F)F